COC=1C=C2C(=NC(=NC2=CC1)C)NC(C)C=1SC=C(C1)C1=C(C=CC=C1)CNC 6-Methoxy-2-methyl-4-((1-(4-(2-((methylamino)methyl)phenyl)thiophen-2-yl)ethyl)amino)quinazoline